Cl.C1CN(CCC12CCNCC2)C(=O)OC(C)(C)C tert-butyl 3,9-diazaspiro[5.5]undecane-3-carboxylate hydrochloride